CN1CCN(CC1)C=1C=CC(=NC1)NC=1N=CC2=C(N1)N1C(=C2)C(NCC12CCCCC2)=O 2'-((5-(4-methylpiperazin-1-yl)pyridin-2-yl)amino)-7',8'-dihydro-6'H-spiro(cyclohexane-1,9'-pyrazino(1',2':1,5)pyrrolo(2,3-d)pyrimidin)-6'-one